C(C)(C)(C)OC(=O)N1C2CN(CC1CC2)C=2C=1N(N=CC2)C=C(C1)C1=CN=NC(=C1)C 3-(6-(6-Methylpyridazin-4-yl)pyrrolo[1,2-b]pyridazin-4-yl)-3,8-diazabicyclo[3.2.1]octane-8-carboxylic acid tert-butyl ester